N[C@@H]1CN(CC[C@H]1F)C1=NC2=C(N1CC(=O)N1CC(OCC1)C#N)C=C(C(=C2)F)F 4-(2-(2-((3R,4R)-3-amino-4-fluoropiperidin-1-yl)-5,6-difluoro-1H-benzo[d]imidazol-1-yl)acetyl)morpholine-2-carbonitrile